C1(CCCCC1)C1=C(C=CC=C1)[S+](C1=CC=CC=C1)C1=C(C=CC=C1)C1CCCCC1 bis(cyclohexylphenyl)phenyl-sulfonium